6-benzyl-3-(5-(7-(1-methyl-1H-pyrazol-4-yl)quinolin-5-yl)pyrazin-2-yl)-3,6-diazabicyclo[3.1.1]heptane C(C1=CC=CC=C1)N1C2CN(CC1C2)C2=NC=C(N=C2)C2=C1C=CC=NC1=CC(=C2)C=2C=NN(C2)C